ClC=1C(=C(OC=2N=NC(=CC2C2=NOCC(N2)CC2=CC(=CC(=C2)C)C)C)C=CC1)F 3-[3-(3-chloro-2-fluorophenoxy)-6-methylpyridazin-4-yl]-5-(3,5-dimethylbenzyl)-5,6-dihydro-4H-1,2,4-oxadiazine